(1R,3r,5S)-3-((5-cyclopropyl-3-(2,6-dichloro-4-fluorophenyl)isoxazol-4-yl)methoxy)-8-azabicyclo[3.2.1]octane C1(CC1)C1=C(C(=NO1)C1=C(C=C(C=C1Cl)F)Cl)COC1C[C@H]2CC[C@@H](C1)N2